bis(4-hydroxy-3-hydroxyphenyl-methyl-2-methyl-phenyl)-3-hydroxyphenylmethane OC1=C(C=C(C=C1)C1=C(C(=C(C=C1)C(C1=CC(=CC=C1)O)C1=C(C(=C(C=C1)C1=CC(=C(C=C1)O)O)C)C)C)C)O